CN1C=CC2=CC=C(C=C12)C=O 1-METHYL-1H-INDOLE-6-CARBALDEHYDE